[Na+].[Na+].C1=CC(=C2C=CC=C3C4=CC=C(C5=CC=CC(C1=C23)=C45)C(=O)[O-])C(=O)[O-] 3,9-perylenedicarboxylic acid disodium salt